COC(=O)C1(CCC2(C(CC3=CC=CC=C23)C[C@H](COC2=CC=NC=3[C@@H](CCCC23)F)C)CC1)NC1=CC(=CC=C1)Cl 4-(3-Chloroanilino)-2'-[(2R)-3-{[(8R)-8-fluoro-5,6,7,8-tetrahydroquinolin-4-yl]oxy}-2-methylpropyl]-2',3'-dihydrospiro[cyclohexane-1,1'-indene]-4-carboxylic acid methyl ester